O1C(CC2=C1C=CC=C2)C=2C=C(C(=NC2)C(=O)NCC(=O)O)O {[5-(2,3-dihydrobenzofuranyl)-3-hydroxypyridine-2-carbonyl]amino}acetic acid